N-(2-(2,6-dioxo-1-((2-(trimethylsilyl)ethoxy)methyl)piperidin-3-yl)-1,3-dioxoisoindolin-4-yl)-2-nitrobenzenesulfonamide O=C1N(C(CCC1N1C(C2=CC=CC(=C2C1=O)NS(=O)(=O)C1=C(C=CC=C1)[N+](=O)[O-])=O)=O)COCC[Si](C)(C)C